7-chloro-8-((3-hydroxy-2-(pyrimidin-2-yl)propyl)thio)-6-(trifluoromethyl)quinazoline-2,4(1H,3H)-dione ClC1=C(C=C2C(NC(NC2=C1SCC(CO)C1=NC=CC=N1)=O)=O)C(F)(F)F